The molecule is a cyclic dicarboxylic anhydride that is furan-2,5-dione substituted by at position 3 by a carboxymethyl group and a hexyl group at position 4. It has a role as a metabolite. It is a cyclic dicarboxylic anhydride, a member of furans and a dioxo monocarboxylic acid. CCCCCCC1=C(C(=O)OC1=O)CC(=O)O